6'-(((1S,3S)-3-((5-(2,2-difluorocyclopropyl)-1,2,4-oxadiazol-3-yl)amino)cyclopentyl)amino)-2H-[1,3'-bipyridinyl]-2-one FC1(C(C1)C1=NC(=NO1)N[C@@H]1C[C@H](CC1)NC1=CC=C(C=N1)N1C(C=CC=C1)=O)F